ClC=1C=C(C=CC1C)C=1OC(=NN1)C(F)F 2-(3-chloro-4-methylphenyl)-5-(difluoromethyl)-1,3,4-oxadiazole